tert-butyl 4-(4-methoxy-3-oxopentanethioyl)piperazine-1-carboxylate COC(C(CC(=S)N1CCN(CC1)C(=O)OC(C)(C)C)=O)C